8-trifluoromethoxy-2H-chromene-3-carboxylic acid FC(OC=1C=CC=C2C=C(COC12)C(=O)O)(F)F